5-(4-chlorophenyl)-2-(isopropylsulfonyl)oxazole ClC1=CC=C(C=C1)C1=CN=C(O1)S(=O)(=O)C(C)C